BrC1=C(C=2N(C=C1)C=CN2)C 7-Bromo-8-methyl-imidazo[1,2-a]pyridine